sorbic acid anion C(\C=C\C=C\C)(=O)[O-]